C(C1CO1)OCCCC[Si](OCC)(C)C gamma-glycidoxypropyl-trimethyl-(ethoxy)silane